NCCCCCCN 1,6-diaminon-hexane